tert-butyl 8-(5-(2-(4,4-difluorocyclohexyl)acetyl)-7,7-dimethyl-4,5,6,7-tetrahydrothiazolo[5,4-c]pyridin-2-yl)-3,8-diazabicyclo[3.2.1]octane-3-carboxylate FC1(CCC(CC1)CC(=O)N1CC2=C(C(C1)(C)C)N=C(S2)N2C1CN(CC2CC1)C(=O)OC(C)(C)C)F